C12CCC(CC1)N2CC2=CC(=C1CN(C(C1=C2)=O)C2=CC(=CC=C2)C2(COC2)[C@@H](C2=NN=CN2C)F)C(F)(F)F (S)-6-((7-azabicyclo[2.2.1]heptan-7-yl)methyl)-2-(3-(3-(fluoro(4-methyl-4H-1,2,4-triazol-3-yl)methyl)oxetan-3-yl)phenyl)-4-(trifluoromethyl)isoindolin-1-one